O=C1NC(CCC1N1C(C2=CC=C(C=C2C1)C(=O)N)=O)=O 2-(2,6-dioxopiperidin-3-yl)-1-oxoisoindoline-5-carboxamide